C(#N)C1=CC=C(C=C1)[C@@H]1C[C@@](CC1)(C(=O)O)CCC cis-3-(4-cyanophenyl)-1-propylcyclopentane-1-carboxylic acid